F[C@]12[C@H](C[C@@]3([C@](CC[C@H]3[C@@H]1CCC1=CC(CC[C@]21C)=O)(C(CO)=O)O)C)O (8S,9R,10S,11S,13S,14S,17R)-9-fluoro-11,17-dihydroxy-17-(2-hydroxyacetyl)-10,13-dimethyl-1,2,6,7,8,11,12,14,15,16-decahydrocyclopenta[a]phenanthren-3-one